N-methyl-methylformamide CN(C=O)C